COC(C(=CC1=CCC(C=C1)(OC)C)C#N)=O α-cyano-p-methyl-p-methoxy-cinnamic acid methyl ester